COC1=C(C=C2C(=NC=NC2=C1)NC1=CC=C(C=C1)OC1=CC(=NC=C1)N1CCN(CC1)C)NC1CCN(CC1)C(C=C)=O 1-(4-((7-methoxy-4-((4-((2-(4-methylpiperazin-1-yl)pyridin-4-yl)oxy)phenyl)amino)quinazolin-6-yl)amino)piperidin-1-yl)prop-2-en-1-one